1-(tert-Butyl) 2-methyl 5-((6-chloropyridazin-3-yl)amino)piperidine-1,2-dicarboxylate ClC1=CC=C(N=N1)NC1CCC(N(C1)C(=O)OC(C)(C)C)C(=O)OC